[Sn].[Te] Tellurium-tin